tert-butyl 2-((2-(benzyloxy)-[1,1'-biphenyl]-3-yl)methyl)-3-oxopyrrolidine-1-carboxylate C(C1=CC=CC=C1)OC1=C(C=CC=C1CC1N(CCC1=O)C(=O)OC(C)(C)C)C1=CC=CC=C1